ClC=1N=C(C2=C(N1)C(=NC=C2)C2=CC(=CC=C2)[N+](=O)[O-])O 2-chloro-8-(3-nitrophenyl)pyrido[3,4-d]Pyrimidin-4-ol